6-(5-acetyl-4,5,6,7-tetrahydropyrazolo[1,5-a]pyrazin-3-yl)-4-(aminomethyl)phthalazin-1(2H)-one C(C)(=O)N1CC=2N(CC1)N=CC2C=2C=C1C(=NNC(C1=CC2)=O)CN